C(COCCOCCOCCOCC)CC(C)(N(P([O-])[O-])C(C)C)C(C)(C)C 3,6,9,12-tetraoxatetradecyl-t-butyldiisopropylphosphoroamidite